3-((5-((3S,4S)-4-amino-3-methyl-2-oxa-8-azaspiro[4.5]decan-8-yl)pyrazin-2-yl)thio)-2-chloro-N-(cyclopentylcarbamoyl)benzenesulfonamide N[C@@H]1[C@@H](OCC12CCN(CC2)C=2N=CC(=NC2)SC=2C(=C(C=CC2)S(=O)(=O)NC(NC2CCCC2)=O)Cl)C